O=C1NC(CCC1NC1=C(CN2CCN(CC2)CC2=CC3=C(N(C(=N3)NC(C3=CC(=CC=C3)C(F)(F)F)=O)C3CCC(CC3)CO)C=C2)C=CC=C1)=O N-(5-((4-(2-((2,6-dioxopiperidin-3-yl)amino)benzyl)piperazin-1-yl)methyl)-1-((1s,4s)-4-(hydroxymethyl)cyclohexyl)-1H-benzo[d]imidazol-2-yl)-3-(trifluoromethyl)benzamide